N1CCC(CC1)C1=NN(C=C1)C=1N=C(C2=C(N1)C=CC=N2)N2CCOCC2 4-[2-[3-(4-piperidyl)pyrazol-1-yl]pyrido[3,2-d]pyrimidin-4-yl]morpholine